CC1(OB(OC1(C)C)C1=CC=C(C=C1)N1CCN(CC1)C1=NC=C(C#N)C=C1)C 6-(4-(4-(4,4,5,5-tetramethyl-1,3,2-dioxaborolan-2-yl)phenyl)piperazin-1-yl)nicotinonitrile